CS(=O)(=O)N1CCCCC1 methylsulfonylpiperidine